2-bromo-N-(2-bromoethyl)-N-methylethylamine BrCCN(C)CCBr